3,4-diethyl-8-mercaptooctan-1-ol C(C)C(CCO)C(CCCCS)CC